(4-ethoxyphenyl)-[4-(2-phenylethyl)-1,4-diazepan-1-yl]methanone C(C)OC1=CC=C(C=C1)C(=O)N1CCN(CCC1)CCC1=CC=CC=C1